C(=C/C)/OP(=O)([O-])[O-].[Li+].[Li+] lithium cis-propenyl-phosphate